(S)-1-(4-(4-(3-aminopiperidin-1-yl)-6-((2-(2-fluoro-6-methoxyphenyl)pyrimidin-4-yl)amino)pyridin-3-yl)phenyl)pyrrolidin-2-one N[C@@H]1CN(CCC1)C1=C(C=NC(=C1)NC1=NC(=NC=C1)C1=C(C=CC=C1OC)F)C1=CC=C(C=C1)N1C(CCC1)=O